C1(CC1)C(=O)C1=CC(=C(COC2=CC=CC(=N2)N2C[C@@H](N(CC2)CC2=NC3=C(N2C[C@H]2OCC2)C=C(C=C3)C(=O)O)C)C=C1)F 2-(((S)-4-(6-((4-(Cyclopropanecarbonyl)-2-fluorobenzyl)oxy)pyridin-2-yl)-2-methylpiperazin-1-yl)Methyl)-1-(((S)-oxetan-2-yl)methyl)-1H-benzo[d]imidazole-6-carboxylic acid